FC1(CCC(CC1)C=1C=2N(N=C(C1)C=1C(NC(NC1)=O)=O)C(=CN2)C#N)F 8-(4,4-difluorocyclohexyl)-6-(2,4-dioxo-1,2,3,4-tetrahydropyrimidin-5-yl)imidazo[1,2-b]pyridazine-3-carbonitrile